ClC1=CC=C(C=C1)C[C@@H]1[C@]([C@](CC1)(C(=O)OC)C)(CN1N=CN=C1)O methyl (1S,2S,3R)-3-[(4-chlorophenyl)methyl]-2-hydroxy-1-methyl-2-(1H-1,2,4-triazol-1-ylmethyl)cyclopentane-1-carboxylate